C(C1=CC=CC=C1)N1N=NC(=C1)SC1=CC=C(C=C1)C 1-benzyl-4-(p-methylphenyl-mercapto)-1H-1,2,3-triazole